3-methyl-5-tert-butyl-4-hydroxyphenylpropionate CC=1C=C(C=C(C1O)C(C)(C)C)OC(CC)=O